(5-fluoropyridin-2-yl)-5-hydroxy-N-(3-(2-hydroxyethyl)phenyl)-1H-pyrazole-3-carboxamide FC=1C=CC(=NC1)N1N=C(C=C1O)C(=O)NC1=CC(=CC=C1)CCO